N-isobutylformamide CC(C)CNC=O